5-chloro-2-((2-(2-methoxyethyl)-1,2,3,4-tetrahydroisoquinolin-6-yl)amino)pyrimidine ClC=1C=NC(=NC1)NC=1C=C2CCN(CC2=CC1)CCOC